NC1=C(C=NN1CC(F)F)S(=O)(=O)NC=1C=CC(=C2C(=CNC12)C#N)F 5-Amino-N-(3-cyano-4-fluoro-1H-indol-7-yl)-1-(2,2-difluoroethyl)pyrazol-4-sulfonamid